5-fluoro-2-(4-(3-(7-fluoro-1-oxo-1,2-dihydroisoquinolin-3-yl)propanoyl)piperazin-1-yl)benzonitrile FC=1C=CC(=C(C#N)C1)N1CCN(CC1)C(CCC=1NC(C2=CC(=CC=C2C1)F)=O)=O